3,6,9-Trioxaundecanedioic acid C(COCCOCCOCC(=O)O)(=O)O